3-iodo-1H-pyrazolo[3,4-d]pyrimidine-4-carbonitrile IC1=NNC2=NC=NC(=C21)C#N